ClC=1C2=C(N=C(N1)F)N(C=C2B2OC(C(O2)(C)C)(C)C)C 4-chloro-2-fluoro-7-methyl-5-(4,4,5,5-tetramethyl-1,3,2-dioxaborolan-2-yl)-7H-pyrrolo[2,3-d]pyrimidine